Dibutyl 7,7'-((4-((2-(4-(2-((4-(bis(2-hydroxy-6-oxo-6-(pentan-3-yloxy)hexyl)amino)-butanoyl)oxy)ethyl)piperazin-1-yl)ethyl)disulfaneyl)butyl)azanediyl)bis(6-hydroxyheptanoate) OC(CN(CCCC(=O)OCCN1CCN(CC1)CCSSCCCCN(CC(CCCCC(=O)OCCCC)O)CC(CCCCC(=O)OCCCC)O)CC(CCCC(=O)OC(CC)CC)O)CCCC(OC(CC)CC)=O